C(C)C=1C(=C(C=C(C1)CC(C)C)N1CCN(CC1)CC=1N=NC=CC1)C=1N=NNN1 3-[[4-[3-ethyl-5-isobutyl-2-(2H-tetrazol-5-yl)phenyl]piperazin-1-yl]methyl]pyridazine